(1r,4r)-4-methoxycyclohexanecarbaldehyde COC1CCC(CC1)C=O